C1(CCCCC1)CN1N=CC2=CC(=C(C=C12)C(=O)NCCCN(C)C)OC1=C(C=C(C=C1)F)F 1-(cyclohexylmethyl)-5-(2,4-difluorophenoxy)-N-(3-(dimethylamino)propyl)-1H-indazole-6-carboxamide